(R)-3-(morpholine-4-carbonyl)pyrrolidine-1-carboxylic acid benzyl ester C(C1=CC=CC=C1)OC(=O)N1C[C@@H](CC1)C(=O)N1CCOCC1